Tert-Butyl ((5-(5-hydroxypyridin-2-yl)-3-methylisoxazol-4-yl)methyl)carbamate OC=1C=CC(=NC1)C1=C(C(=NO1)C)CNC(OC(C)(C)C)=O